(R)-2-fluoro-N-(6-fluoro-8-methylisoquinolin-1-yl)-4-(1-(2-methoxyethyl)-1H-1,2,3-triazol-4-yl)-N-(piperidin-3-yl)benzamide FC1=C(C(=O)N([C@H]2CNCCC2)C2=NC=CC3=CC(=CC(=C23)C)F)C=CC(=C1)C=1N=NN(C1)CCOC